P(=O)(OOC(C=C)=O)(OCCCCCCCCCCC)[O-] acryloyloxy undecyl phosphate